C(N)(=O)C(C(C)(C)C)NC(=O)C1=CN(C2=CC=CC=C12)CC1CCCCC1 N-(1-carbamoyl-2,2-dimethylpropyl)-1-(cyclohexylmethyl)indole-3-carboxamide